CC1=NN(C=C1)C1=CC(=NC=C1)C(F)(F)F 4-(3-methyl-1H-pyrazol-1-yl)-2-(trifluoromethyl)pyridine